(R)-1-(2-(1-(2-azaspiro[3.4]oct-6-yl)piperidin-4-yl)phenoxy)-2-methylpropan-2-ol C1NCC12C[C@@H](CC2)N2CCC(CC2)C2=C(OCC(C)(O)C)C=CC=C2